4-methoxy-N-((6-methoxy-1-methyl-1H-benzimidazol-7-yl)methyl)-3,5-dimethylbenzamide COC1=C(C=C(C(=O)NCC2=C(C=CC3=C2N(C=N3)C)OC)C=C1C)C